3-iodo-2-(6-methoxy-1,7-naphthyridin-4-yl)-1H,5H,6H,7H-pyrrolo[3,2-c]pyridin-4-one IC1=C(NC2=C1C(NCC2)=O)C2=CC=NC1=CN=C(C=C21)OC